C1(=CC=CC=C1)CCCC1=NOC(=N1)[C@H]1N(CC2(CC2)C1)S(=O)(=O)C1CCCCC1 3-(3-phenylpropyl)-5-{(6S)-5-cyclohexylsulfonyl-5-azaspiro[2.4]hept-6-yl}-1,2,4-oxadiazole